C(C)C(C(=O)[O-])CCCC.[Zr+4].COC(CSC1=NC2=CC(=CC=C2C=C1)\C=C\C1=CC=C(C=C1)OC)OC.C(C)C(C(=O)[O-])CCCC.C(C)C(C(=O)[O-])CCCC.C(C)C(C(=O)[O-])CCCC (E)-2-((2,2-Dimethoxyethyl)thio)-7-(4-methoxystyryl)quinoline Zirconium(IV) 2-ethyl-1-hexanoat